C12(CC(C1)(C2)COCCOCCOCCOCCO)COCCOCCOCCOCCO 1,1'-(bicyclo[1.1.1]pentane-1,3-diyl)bis(2,5,8,11-tetraoxatridecan-13-ol)